(hexahydropyrrolo[1,2-a]pyrazin-2(1H)-yl)pyrimidine-5-carboxamide TFA salt OC(=O)C(F)(F)F.C1C2N(CCN1C1=NC=C(C=N1)C(=O)N)CCC2